N=1N=C(NC1)[C@@H]1CN(CC1)C(=O)N1CC(C1)C1=NC=C(C=C1)C1(CC1)C(F)(F)F [(3S)-3-(4H-1,2,4-Triazol-3-yl)pyrrolidin-1-yl]-[3-[5-[1-(trifluoromethyl)cyclopropyl]-2-pyridyl]azetidin-1-yl]methanone